Cl.Cl.C1N(CCC2=CC=CC=C12)C[C@H](CN1CCOC2=C(C1=O)C=CC(=C2)OC2CCNCC2)O 4-[(2R)-3-(3,4-dihydro-1H-isoquinolin-2-yl)-2-hydroxy-propyl]-8-(4-piperidyloxy)-2,3-dihydro-1,4-benzoxazepin-5-one dihydrochloride